C(C)(C)(C)OC(=O)N1CC(C(CC1)(C=1C=NC(=CC1)C(F)(F)F)O)(C)C 4-hydroxy-3,3-dimethyl-4-[6-(trifluoromethyl)-3-pyridinyl]piperidine-1-carboxylic acid tert-butyl ester